methyl-4-(perfluoroethyl)toluene tert-butyl-(3-(4-(2,3-dichlorophenyl)-2-oxopyridin-1(2H)-yl)cyclohexyl)carbamate C(C)(C)(C)N(C(O)=O)C1CC(CCC1)N1C(C=C(C=C1)C1=C(C(=CC=C1)Cl)Cl)=O.CCC1=CC=C(C=C1)C(C(F)(F)F)(F)F